C(\C=C/C(=O)O)(=O)O.C(\C=C/C(=O)O)(=O)O.FC1=C2C=C(NC2=CC=C1OC1=CC=NC2=CC(=C(C=C12)OC)OCC1(CC1)N)C 1-((4-(4-Fluoro-2-methyl-1H-indol-5-yloxy)-6-methoxy-quinolin-7-yloxy)-methyl)cyclopropanamine bismaleic acid salt